ClC=1N=CC2=C(C=CC(=C2C1)N1CCOCC1)N1[C@@H]([C@H](C1)CS(=O)(=O)C)C 4-(3-chloro-8-((2r,3s)-2-methyl-3-((methylsulfonyl)methyl)azetidin-1-yl)isoquinolin-5-yl)morpholine